CN1N=CC(=C1)C=1C=C2C=C(N=CC2=CC1)NC(C1=CC(=NC=C1)CN1CCOCC1)=O N-(6-(1-Methyl-1H-pyrazol-4-yl)isoquinolin-3-yl)-2-(morpholinomethyl)Isonicotinamide